4-chloro-2'-nitro-biphenyl ClC1=CC=C(C=C1)C1=C(C=CC=C1)[N+](=O)[O-]